C1(CC2C(CC1)O2)C(=O)OCC2CC1C(CC2)O1 4-Epoxycyclohexylmethyl 3,4-epoxycyclohexylformate